(2R,3R,4S,5R)-2-(4-aminoimidazo[2,1-f][1,2,4]triazin-7-yl)-3,4-dihydroxy-5-(hydroxymethyl)tetrahydrofuran-2-carbonitrile NC1=NC=NN2C1=NC=C2[C@@]2(O[C@@H]([C@H]([C@H]2O)O)CO)C#N